2-fluoro-N-((4-methoxyphenyl)(methyl)(oxo)-lambda6-sulfanylidene)-4-(5-(trifluoromethyl)-1,2,4-oxadiazol-3-yl)benzamide FC1=C(C(=O)N=S(=O)(C)C2=CC=C(C=C2)OC)C=CC(=C1)C1=NOC(=N1)C(F)(F)F